azobis[2-(N-phenylamidino)propane] N(=NCC(C)C(NC1=CC=CC=C1)=N)CC(C)C(NC1=CC=CC=C1)=N